hydrobromic acid HBr Br.Br